2-(2-(2-ethylhexyloxy)ethoxy)ethan-1-ol C(C)C(COCCOCCO)CCCC